C(C)[N+]1([C@H](CCC[C@H]1C)C)CC 1,1-diethyl-cis-2,6-dimethylpiperidinium